(S)-(2-(3-hydroxypiperidin-1-yl)thiazol-5-yl)(8-oxa-2-azaspiro[4.5]decan-2-yl)methanone tert-butyl-4-[2-(4-benzyloxy-3-fluoro-phenyl)ethynyl]piperidine-1-carboxylate C(C)(C)(C)OC(=O)N1CCC(CC1)C#CC1=CC(=C(C=C1)OCC1=CC=CC=C1)F.O[C@@H]1CN(CCC1)C=1SC(=CN1)C(=O)N1CC2(CC1)CCOCC2